6-bromo-3-((2,6-diethoxypyridin-4-yl)methyl)-2-methoxyquinoline BrC=1C=C2C=C(C(=NC2=CC1)OC)CC1=CC(=NC(=C1)OCC)OCC